CN1CCC(CC1)C1=CC=C(C(=O)NC2=NNC3=CC(=CC=C23)NC2=C(C=CC=C2)C(F)(F)F)C=C1 4-(1-Methylpiperidin-4-yl)-N-(6-((2-(trifluoromethyl)phenyl)amino)-1H-indazol-3-yl)benzamid